2-sulfinato-3-sulfopropyl-ammonium S(=O)([O-])C(C[NH3+])CS(=O)(=O)O